(1S,4S)-4-(1H-tetrazol-5-yl)cyclohexan-1-amine trifluoroacetate FC(C(=O)O)(F)F.N1N=NN=C1C1CCC(CC1)N